5-[2-hydroxy-3-(benzylamino)-propoxy]-2-methyl-1-(methylphenyl)indole-3-carboxylic acid ethyl ester C(C)OC(=O)C1=C(N(C2=CC=C(C=C12)OCC(CNCC1=CC=CC=C1)O)C1=C(C=CC=C1)C)C